benzyl 4-(2-{[(tert-butoxy)carbonyl]amino}ethyl)-4-methoxypiperidine-1-carboxylate C(C)(C)(C)OC(=O)NCCC1(CCN(CC1)C(=O)OCC1=CC=CC=C1)OC